C(C)(C)(C)OC(=O)N1CCC(CC1)CN1CC2(C1)OCCN(C2)C2=NC=CC(=C2)C2=NNC1=CC=C(C=C21)OC2(CC2)C 4-[[8-[4-[5-(1-methylcyclopropoxy)-1H-indazol-3-yl]-2-pyridinyl]-5-oxa-2,8-diazaspiro[3.5]non-2-yl]methyl]piperidine-1-carboxylic acid tert-butyl ester